2-Amino-6-(2-(2,6-dioxopiperidin-3-yl)-4-fluoro-1-oxoisoindolin-5-yl)-4-methylnicotinonitrile NC1=C(C#N)C(=CC(=N1)C=1C(=C2CN(C(C2=CC1)=O)C1C(NC(CC1)=O)=O)F)C